ClC=1C=C(C=CC1C#N)N1CC2(C[C@@H]1C)CCN(CC2)C2=CC=C(C(=O)N1CCN(CC1)CC(=O)NC1=CC(=CC=C1)N[C@@H]1C(NC(CC1)=O)=O)C=C2 2-(4-(4-((S)-2-(3-Chloro-4-cyanophenyl)-3-meth-yl-2,8-diazaspiro[4.5]decan-8-yl)benzoyl)-piperazin-1-yl)-N-(3-(((S)-2,6-dioxopiperidin-3-yl)amino)phenyl)-acetamide